FC(S(=O)(=O)OC1=CCCC1)(F)F Cyclopent-1-en-1-yl trifluoromethanesulfonate